2-(2-(dimethylamino)ethyl)-N5-(5-fluoro-4-(naphthalen-2-ylamino)pyrimidin-2-yl)-6-methoxy-N2-Methyl-pyridine-2,3,5-triamine CN(CCC1(NC(=C(C=C1N)NC1=NC=C(C(=N1)NC1=CC2=CC=CC=C2C=C1)F)OC)NC)C